2-chloro-5-((4-fluoro-2-iso-propylphenyl)-amino)-N-(6-methoxy-2-methylpyridin-3-yl)isonicotinamide ClC=1C=C(C(=O)NC=2C(=NC(=CC2)OC)C)C(=CN1)NC1=C(C=C(C=C1)F)C(C)C